CN1N=NN=C1C=1C(=C(C(=O)N)C=CC1C(F)(F)F)S(=O)(=O)C (1-methyl-tetrazole-5-yl)-2-methylsulfonyl-4-trifluoromethyl-benzamide